O=C(C(=O)N)N1[C@H](CC[C@@H](C1)C)C1=CC=C2C=CC(=NC2=C1)C1CCN(CC1)C 2-oxo-2-[(2R,5S)-5-methyl-2-[2-(1-methyl-4-piperidyl)-7-quinolyl]-1-piperidyl]acetamide